C(C)C(CO)(CO)CCCC 2-ethyl-2-n-butyl-1,3-propanediol